COC(C(CI)C)=O 3-iodo-2-methylpropanoic acid methyl ester